C1(=CC=CC2=CC=CC=C12)S(=O)(=O)O naphthalyl-sulphonic acid